OC=1C2=C(N(C(C1C(=O)NC1=NC=CC=C1)=O)C)CC(C2)(C)C 4-Hydroxy-1,6,6-trimethyl-2-oxo-N-(2-pyridyl)-5,7-dihydrocyclopenta[b]pyridine-3-carboxamide